FC(C1=NN(C(=C1)C1(CC2CC(CC2C1)C=1N=CN(C1C(=O)NC1=CC(=C(C=C1)F)F)C)O)CC)F 4-(5-(3-(Difluoromethyl)-1-ethyl-1H-pyrazol-5-yl)-5-hydroxyoctahydropentalen-2-yl)-N-(3,4-difluorophenyl)-1-methyl-1H-imidazole-5-carboxamide